2-(3-Chlorophenyl)morpholin-5,5-d2 ClC=1C=C(C=CC1)C1CNC(CO1)([2H])[2H]